3-(1-(1-methylpiperidin-4-yl)-1H-pyrazol-4-yl)-4,6-dihydropyrrolo[3,4-c]pyrazole-5(1H)-carbonitrile CN1CCC(CC1)N1N=CC(=C1)C=1C2=C(NN1)CN(C2)C#N